O=C1NC(CCC1C1=C(C=C(CN2CCN(CC2)C2CCN(CC2)C2=CC=C3CN(C(C3=C2)=O)C(C(=O)NC=2SC=CN2)C2=C(C=CC(=C2)F)O)C=C1)F)=O 2-(6-(4-(4-(4-(2,6-dioxopiperidin-3-yl)-3-fluorobenzyl)piperazin-1-yl)piperidin-1-yl)-1-oxoisoindolin-2-yl)-2-(5-fluoro-2-hydroxyphenyl)-N-(thiazol-2-yl)acetamide